C(C=C)OC1=CC=C(C(=O)C2=CC=CC=C2)C=C1 4-allyloxybenzophenone